6-{[amino(imino)methyl]amino}hexanoic acid NC(=N)NCCCCCC(=O)O